6-bromo-N-[6-(2,2-difluoroethoxy)-5-fluoro-2-methoxy-3-pyridinyl]pyrazolo[1,5-a]pyridine-3-sulfonamide BrC=1C=CC=2N(C1)N=CC2S(=O)(=O)NC=2C(=NC(=C(C2)F)OCC(F)F)OC